C(C)(C)SC=1N([C@H]2[C@H](OC)[C@H](O)[C@@H](CO)O2)C=2N=CN=C(C2N1)N 8-isopropylthio-2'-O-methyladenosine